C(C)(C)(C)CC(OC(O[C@H](C(O[C@H](C(O[C@H](C(OC(C)C)=O)C)=O)C)=O)CCC(=O)OC)=O)(C)C tert-butyl-(6S,9S,12S,15S)-6-(3-methoxy-3-oxopropyl)-2,2,9,12,15-pentamethyl-4,7,10,13-tetraoxo-3-oxa-5,8,11,14-tetraoxahexadecane